C12COCC(CC1)N2C(=O)N2CC1=C(C=C(C=C1CC2)B2OC(C(O2)(C)C)(C)C)[C@H]2NCCOC2 (3R)-3-(2-(3-oxa-8-azabicyclo[3.2.1]octane-8-carbonyl)-6-(4,4,5,5-tetramethyl-1,3,2-dioxaborolan-2-yl)-1,2,3,4-tetrahydroisoquinolin-8-yl)morpholine